bis-(2-hydroxyethyl)-imino-tris(hydroxymethyl)methane OCCC(O)(C(C(O)=N)CO)CCO